C(=C)C1=C(C=CC=C1)N(C1=CC=CC=C1)C1=CC=CC=C1 vinyl-triphenylamine